C(C)(C)(C)OC(=O)N[C@H](CC(C(=O)O)(C)C)CC1=CC(=C(C(=C1)[2H])NC(=O)OC(C)(C)C)[2H] (S)-4-((tert-butoxycarbonyl)amino)-5-(4-((tert-butoxycarbonyl)amino)phenyl-3,5-d2)-2,2-dimethylpentanoic acid